C(C)O\N=C(/N)\C1=NC(=C(C=C1)CS(=O)(=O)C)C1=NN(N=C1C)C1=C(C=CC=C1)[N+](=O)[O-] (Z)-N'-ethoxy-6-(5-methyl-2-(2-nitrophenyl)-2H-1,2,3-triazol-4-yl)-5-(methylsulfonyl)methylpyridineamidine